tert-butyl (6-((3-amino-4-Methoxy-5-(5-methoxypyrimidin-2-yl)phenylethoxy)methyl)pyridin-2-yl)carbamate NC=1C=C(C=C(C1OC)C1=NC=C(C=N1)OC)CCOCC1=CC=CC(=N1)NC(OC(C)(C)C)=O